C1(CC1)CN1CCN(CC1)C1CCN(CC1)C1=C(C=C(C(=C1)OC)NC1=NC=NC(=C1)N1OCC[C@@H]1C1=C(C=CC(=C1)F)F)NC(C=C)=O N-(2-(4-(4-(cyclopropyl-methyl)piperazine-1-yl)piperidine-1-yl)-5-((6-((R)-3-(2,5-difluorophenyl)isoxazolidine-2-yl)pyrimidine-4-yl)amino)-4-methoxyphenyl)acrylamide